2-hydroxy-(4-hydroxyphenyl)propionic acid OC(C(=O)O)(C)C1=CC=C(C=C1)O